5-((Dimethoxyphosphoryl)methyl)-2-(4-hydroxy-2-methylbutan-2-yl)-3-methylphenyl diethyl phosphate P(=O)(OC1=C(C(=CC(=C1)CP(=O)(OC)OC)C)C(C)(CCO)C)(OCC)OCC